tert-butylperoxyallyl bicarbonate C(OCC=COOC(C)(C)C)(O)=O